2-[(E)-3-(dimethylamino)-3-oxo-prop-1-enyl]thieno[3,2-c]pyridin CN(C(/C=C/C1=CC=2C=NC=CC2S1)=O)C